(S)-2-(Boc-amino)-1-propanol C(=O)(OC(C)(C)C)N[C@H](CO)C